N[C@@H]([C@@H](C)OC1CC1)C1=NC2=C(N1)C=CC(=C2)[C@@H](COC)N2C(NCC(C2)(F)F)=O 1-((S)-1-(2-((1R,2R)-1-amino-2-cyclopropoxypropyl)-1H-benzo[d]imidazol-5-yl)-2-methoxyethyl)-5,5-difluorotetrahydropyrimidin-2(1H)-one